sodium sulfo isophthalate C(C1=CC(C(=O)[O-])=CC=C1)(=O)OS(=O)(=O)O.[Na+]